FC(C=1C=CC(=NC1)CNC(=O)[C@@H]1CC[C@H](CO1)NC(OC(C)(C)C)=O)(F)F tert-butyl ((3R,6S)-6-(((5-(trifluoromethyl)pyridin-2-yl)methyl)carbamoyl)tetrahydro-2H-pyran-3-yl)carbamate